CC1=NC(=CC(=N1)Cl)Cl 2-methyl-4,6-dichloropyrimidine